C(C1=CC=CC=C1)C1(C(=O)NCCCC1)N mono-benzyl-aminocaprolactam